1H-pyrazole-13C N1N=[13CH]C=C1